CN(C)CC1=CC=C(C=C1)CS(=O)(N)=NC(NC1=C2CCCC2=CC=2CCCC12)=O 1-(4-((dimethylamino)methyl)phenyl)-N'-((1,2,3,5,6,7-hexahydro-s-indacen-4-yl)carbamoyl)methane-sulfonimidamide